BrC=1C=C2C=C(N(C2=CC1)C)C(=O)OC methyl 5-bromo-1-methyl-indole-2-carboxylate